C(C=C)C=1C(=C(C(=C(C1C(=O)N)C(=O)N)CC=C)CC=C)CC=C tetraallyl-phthalic diamide